C(C)(C)(C)OC(=O)N1CC(C1)(F)COC(=O)N1CCC(CC1)N(C1=CC(=NC=2N1N=CC2C(C)C)Cl)C(=O)OC(C)(C)C 4-((tert-butoxycarbonyl)(5-chloro-3-isopropylpyrazolo[1,5-a]pyrimidin-7-yl)amino)piperidine-1-carboxylic acid (1-(tert-butoxycarbonyl)-3-fluoroazetidin-3-yl)methyl ester